[1-[2-[4-(4-piperidylmethoxy)phenyl]ethyl]indol-3-yl]methanone hydrochloride Cl.N1CCC(CC1)COC1=CC=C(C=C1)CCN1C=C(C2=CC=CC=C12)C=O